N-(1-((4-fluorophenyl)amino)-6-methoxyisoquinolin-7-yl)-4-(piperidin-1-yl)butanamide FC1=CC=C(C=C1)NC1=NC=CC2=CC(=C(C=C12)NC(CCCN1CCCCC1)=O)OC